tert-butyl 3-(3-(4-chloro-3-cyclopropyl-1H-pyrrolo[2,3-b]pyridin-5-yl) phenyl)-2,4-dioxo-1,3,7-triazaspiro[4.4]nonane-7-carboxylate ClC1=C2C(=NC=C1C=1C=C(C=CC1)N1C(NC3(C1=O)CN(CC3)C(=O)OC(C)(C)C)=O)NC=C2C2CC2